[(3aR,6aR)-5-[1-(2,2-difluoroethyl)-1H-pyrazolo[3,4-b]pyrazin-6-yl]-octahydropyrrolo[3,4-c]pyrrol-2-yl]-4-(trifluoromethyl)pyridine FC(CN1N=CC=2C1=NC(=CN2)N2C[C@H]1[C@H](C2)CN(C1)C1=NC=CC(=C1)C(F)(F)F)F